N1=C(C=CC2=C1CCNCC2)O 6,7,8,9-Tetrahydro-5H-pyrido[2,3-d]azepin-2-ol